Methyl (S)-2-((tert-butoxycarbonyl)amino)-2-cyclohexylacetate C(C)(C)(C)OC(=O)N[C@H](C(=O)OC)C1CCCCC1